Methylene bis(toluene-4-sulfonate) CC1=CC=C(C=C1)S(=O)(=O)OCOS(=O)(=O)C1=CC=C(C)C=C1